6-oxopiperidine-2-carboxylate O=C1CCCC(N1)C(=O)[O-]